(S)-[6-(3-Methyl-1H-pyrrolo[2,3-b]pyridin-5-yl)-8-[pyrrolidin-2-yl]-3,4-dihydroisoquinoline-2(1H)-yl](2-methylpyrimidin-4-yl)methanone CC1=CNC2=NC=C(C=C21)C=2C=C1CCN(CC1=C(C2)[C@H]2NCCC2)C(=O)C2=NC(=NC=C2)C